5H,6H,7H,8H-[1,2,4]triazolo[1,5-a]pyridine-7-carboxylic acid N=1C=NN2C1CC(CC2)C(=O)O